methyl-(R)-2-(tert-butyl)-3-formyl-2,3-dihydrothiazole C[C@@]1(SC=CN1C=O)C(C)(C)C